N=1C=CN2C1C1=C(C=C2)C2=C(S1)C1=CC=CC=C1C=C2 imidazo[1,2-a]naphtho[2',1':4,5]thieno[2,3-c]pyridine